(S)-2-(2-(3-(ethoxymethyl)-1-(1-(6-methylpyridin-3-yl)cyclopropyl)pyrrolidin-3-yl)ethyl)imidazo[5,1-b][1,3,4]thiadiazole C(C)OC[C@@]1(CN(CC1)C1(CC1)C=1C=NC(=CC1)C)CCC1=NN2C(S1)=CN=C2